C1(=CC=CC=C1)SC1CCCC2C(C3CCCC(C3C(C12)=O)SC1=CC=CC=C1)=O 1,8-bis(phenylthio)dodecahydroanthraquinone